(3-trimethoxysilylpropyl)tri-n-butylammonium bromide [Br-].CO[Si](CCC[N+](CCCC)(CCCC)CCCC)(OC)OC